C(C)(C)(C)NC(C1=CC=C(C=C1)C=1C=C2CCN(C(C2=CC1)=O)C1=CC(=C(C=C1)O)NS(=O)(=O)C)=O N-(tert-butyl)-4-(2-(4-hydroxy-3-(methylsulfonamido)phenyl)-1-oxo-1,2,3,4-tetrahydroisoquinolin-6-yl)benzamide